FC=1C=CC(=NC1)C1=CC=C(C=C1)CN (4-(5-fluoropyridin-2-yl)phenyl)methylamine